4-[(4-methoxyphenyl)sulfanyl]-2-(morpholin-4-yl)-8-(1H-pyrazol-5-yl)-1,7-naphthyridine COC1=CC=C(C=C1)SC1=CC(=NC2=C(N=CC=C12)C1=CC=NN1)N1CCOCC1